anti-N-[[4-[tert-butyl(dimethyl)silyl]oxytetrahydrofuran-2-yl]methyl]-1-methyl-pyrazol-4-amine [Si](C)(C)(C(C)(C)C)OC1CC(OC1)CNC=1C=NN(C1)C